O=C1NC(CCC1N1C(C2=CC=CC(=C2C1=O)SCC(=O)N1CCN(CC1)C1=NC=C(C(=O)N2CCC(CC2)CCCCNC(\C=C\C=2C=NC=CC2)=O)C=C1)=O)=O (E)-N-(4-(1-(6-(4-(2-((2-(2,6-dioxopiperidin-3-yl)-1,3-dioxoisoindolin-4-yl)thio)acetyl)piperazin-1-yl)nicotinoyl)piperidin-4-yl)butyl)-3-(pyridin-3-yl)acrylamide